tert-butyl 7-(4-(cyclopropylamino)butyl)-3,4-dihydro-1,8-naphthyridine-1(2H)-carboxylate C1(CC1)NCCCCC1=CC=C2CCCN(C2=N1)C(=O)OC(C)(C)C